tert-Butyl 2-[1-[6-methyl-2-(2-methylindazol-5-yl)-4-oxo-3-(trifluoromethyl)chromen-8-yl]ethylamino]benzoate CC=1C=C2C(C(=C(OC2=C(C1)C(C)NC1=C(C(=O)OC(C)(C)C)C=CC=C1)C1=CC2=CN(N=C2C=C1)C)C(F)(F)F)=O